1,1,3,3-tetramethylbutylperoxy-neodecanoate CC(CC(C)(C)C)(C)OOC(CCCCCC(C)(C)C)=O